11-Hydroxynonadec-13-enoic acid OC(CCCCCCCCCC(=O)O)CC=CCCCCC